C1=CC(=C(C=C1Cl)C(F)(F)F)Cl dichlorobenzotrifluoride